C(C1=CC=CC=C1)NC1=NNC=C1 N-benzyl-1H-pyrazol-3-amine